ClC=1C(=C(N)C=CC1)N1C(CC(CC1)(C)C)COC 3-chloro-2-[2-(methoxymethyl)-4,4-dimethyl-1-piperidyl]aniline